(R)-[3-(4-Chloro-2-fluorophenyl)-5-(2,4-difluorophenyl)-1,2-oxazol-4-yl](pyridine-3-yl)methanol ClC1=CC(=C(C=C1)C1=NOC(=C1[C@H](O)C=1C=NC=CC1)C1=C(C=C(C=C1)F)F)F